((2R,3S)-3-aminobutan-2-yl)-1H-pyrrolo[2,3-b]pyridine-2,6-dicarboxylic acid diethyl ester hydrochloride Cl.C(C)OC(=O)C1=CC=2C(=NC(=CC2)C(=O)OCC)N1[C@H](C)[C@H](C)N